FC=1C=C2C=CN(C2=CC1F)S(=O)(=O)C1=CC=CC=C1 5,6-difluoro-1-(phenylsulfonyl)-1H-indole